COC1=CC=C(C2=CC=CC=C12)CCC1=C(C=CC=C1)Br 1-(4-methoxynaphthalene-1-yl)-2-(2-bromophenyl)ethane